C(C)OC(CC(C=C[N+](=O)[O-])C1=CC(=C(C=C1)OC1=CC(=CC(=C1)C(F)(F)F)C(F)(F)F)OC)=O 3-{4-[3,5-bis(trifluoromethyl)phenoxy]-3-methoxyphenyl}-5-nitropent-4-enoic acid ethyl ester